CON=C[C@H]1N(C(C1)=O)[Si](C1=CC=CC=C1)(C1=CC=CC=C1)C(C)(C)C (2S)-1-[tert-butyl-(diphenyl)silyl]-4-oxoazetidine-2-carbaldehyde O-methyloxime